Methyl-2-(trifluoromethyl)oxirane CC1(OC1)C(F)(F)F